bis-(alpha-methylbenzyl)phenothiazine CC(C1=CC=CC=C1)C1=C(C=2NC3=CC=CC=C3SC2C=C1)C(C1=CC=CC=C1)C